1-(3-(3-chloro-5-(imidazo[1,2-a]pyrimidin-7-yl)phenyl)morpholino)prop-2-en-1-one ClC=1C=C(C=C(C1)C1=NC=2N(C=C1)C=CN2)C2COCCN2C(C=C)=O